C(C)(C)(C)OC(=O)NC(C)(C)C=1C=CC(=NC1)C(=O)O 5-(2-((tert-butoxycarbonyl)amino)propan-2-yl)picolinic acid